1-N-[4-[6-carbamoyl-7-(2-methoxyethoxy)quinolin-4-yl]oxyphenyl]-1-N'-(4-fluorophenyl)cyclopropane-1,1-dicarboxamide C(N)(=O)C=1C=C2C(=CC=NC2=CC1OCCOC)OC1=CC=C(C=C1)NC(=O)C1(CC1)C(=O)NC1=CC=C(C=C1)F